CON(C(=O)C1=CC2=C(C=CO2)C=C1)C N-methoxy-N-methylbenzofuran-6-carboxamide